1-(4-(6-chloro-7-(5-methyl-1H-indazol-4-yl)-2-(tetrahydro-2H-pyran-3-yloxy)quinazolin-4-yl)piperazin-1-yl)prop-2-en-1-one ClC=1C=C2C(=NC(=NC2=CC1C1=C2C=NNC2=CC=C1C)OC1COCCC1)N1CCN(CC1)C(C=C)=O